5-bromo-8-(4-fluorophenyl)-2-methyl-[1,2,4]triazolo[1,5-a]pyrazin-6-amine BrC1=C(N=C(C=2N1N=C(N2)C)C2=CC=C(C=C2)F)N